1-(4-fluoro-1-bicyclo[2.2.2]octanyl)-3-[[2-(fluoromethoxy)pyridin-4-yl]methyl]urea FC12CCC(CC1)(CC2)NC(=O)NCC2=CC(=NC=C2)OCF